FC(C=1C=CC=[N+](C1)[O-])(F)F 5-(trifluoromethyl)pyridine 1-oxide